(3R)-N-[2-cyano-4-fluoro-3-[4-oxo-3-(4-piperazin-1-ylphenyl)quinazolin-6-yl]oxy-phenyl]-3-fluoro-pyrrolidine-1-sulfonamide C(#N)C1=C(C=CC(=C1OC=1C=C2C(N(C=NC2=CC1)C1=CC=C(C=C1)N1CCNCC1)=O)F)NS(=O)(=O)N1C[C@@H](CC1)F